ClC=1C=C2C=CC(=NC2=CC1)C(=O)NN1CCC(CC1)C(NC=1SC2=C(N1)C=C(C=C2)Cl)=O 6-chloro-N-(4-(5-chlorobenzo[d]thiazol-2-ylcarbamoyl)piperidin-1-yl)quinoline-2-carboxamide